6-((S)-1-amino-1,3-dihydrospiro[indene-2,4'-piperidin]-1'-yl)-3-(6,7,8,9-tetrahydro-5H-benzo[7]annulen-5-yl)-1,5-dihydro-4H-pyrazolo[3,4-d]pyrimidin-4-one N[C@@H]1C2=CC=CC=C2CC12CCN(CC2)C=2NC(C1=C(N2)NN=C1C1CCCCC2=C1C=CC=C2)=O